2-(7-((2S,5R)-2,5-diethyl-4-(1-(1-ethyl-1H-indol-2-yl)ethyl)piperazin-1-yl)-4-methyl-5-oxo-4,5-dihydro-2H-pyrazolo[4,3-b]pyridin-2-yl)acetonitrile C(C)[C@@H]1N(C[C@H](N(C1)C(C)C=1N(C2=CC=CC=C2C1)CC)CC)C=1C=2C(N(C(C1)=O)C)=CN(N2)CC#N